FC1=C(CN2N=C(N=N2)C2=CC=CC(=N2)[C@@](CS(=O)(=O)N)(C)O)C=C(C=C1)OCC(F)(F)F.[C].[Mg] Magnesium Carbon (R)-2-(6-(2-(2-fluoro-5-(2,2,2-trifluoroethoxy)benzyl)-2H-tetrazol-5-yl)pyridin-2-yl)-2-hydroxypropane-1-sulfonamide